C1(CC1)C1=NC(=C(C(=O)NC2=CC(=NC=C2)[S@](=O)(=N)C)C(=C1C(F)(F)F)C)N1CCC(CCC1)(F)F (S)-6-cyclopropyl-2-(4,4-difluoroazepan-1-yl)-4-methyl-N-(2-(S-methylsulfonimidoyl)pyridin-4-yl)-5-(trifluoromethyl)nicotinamide